4-amino-N,3-dimethyl-N-((1R)-1-(4-(pentafluoroethyl)phenyl)ethyl)-3H-pyrazolo[3,4-c][1,7]naphthyridine-8-carboxamide NC1=NC=2C=NC(=CC2C2=C1N(N=C2)C)C(=O)N([C@H](C)C2=CC=C(C=C2)C(C(F)(F)F)(F)F)C